Ethyl 2-[4-[6,7-dichloro-3-(1H-pyrazol-4-yl)indol-1-yl]triazol-1-yl]acetate ClC1=CC=C2C(=CN(C2=C1Cl)C=1N=NN(C1)CC(=O)OCC)C=1C=NNC1